NC1=NC(=C(C=C1C=1C=C2CCNC(C2=CC1)=O)C1=CC=C(C=C1)C=1CCN(CC1)CCOC)F 6-(2-amino-6-fluoro-5-(4-(1-(2-methoxyethyl)-1,2,3,6-tetrahydropyridin-4-yl)phenyl)pyridin-3-yl)-3,4-dihydroisoquinolin-1(2H)-one